(2S,4S,6S)-1-allyl-2-methyl-6-(1-methyl-1H-1,2,3-triazol-4-yl)-4-(4-(trifluoromethyl)phenyl)piperidine-4-carbonitrile C(C=C)N1[C@H](C[C@@](C[C@H]1C=1N=NN(C1)C)(C#N)C1=CC=C(C=C1)C(F)(F)F)C